N-((7-(5-(difluoromethyl)-1,3,4-oxadiazol-2-yl)imidazo[1,2-a]pyridin-2-yl)methyl)-N-(3-fluorophenyl)-1-(oxetan-3-carbonyl)azetidine-3-carboxamide FC(C1=NN=C(O1)C1=CC=2N(C=C1)C=C(N2)CN(C(=O)C2CN(C2)C(=O)C2COC2)C2=CC(=CC=C2)F)F